ClC1=CNC=2N=C(N=CC21)NC2=CC(=CC=C2)N2CCOCC2 5-chloro-2-((3-morpholinophenyl)amino)-7H-pyrrolo[2,3-d]pyrimidin